C1(CC1)C1=CC(=CC(=N1)N1C(C2=CC(=CC(=C2C1)C(F)(F)F)COC[C@@H]1NCCC1)=O)C1=C(C=C(C=C1)F)C1=NN=CN1C 2-{6-cyclopropyl-4-[4-fluoro-2-(4-methyl-1,2,4-triazol-3-yl)phenyl]pyridin-2-yl}-6-{[(2R)-pyrrolidin-2-ylmethoxy]methyl}-4-(trifluoromethyl)-3H-isoindol-1-one